N-(5-(3-fluorobenzyl)pyridin-2-yl)-1-methyl-6-oxo-1,6-dihydropyridazine-3-carboxamide FC=1C=C(CC=2C=CC(=NC2)NC(=O)C2=NN(C(C=C2)=O)C)C=CC1